4-Benzyl-6-oxo-2-[3-(1H-tetrazol-5-yl)-benzylsulfanyl]-1,6-dihydro-pyrimidine-5-carbonitrile C(C1=CC=CC=C1)C=1N=C(NC(C1C#N)=O)SCC1=CC(=CC=C1)C1=NN=NN1